6,7-dihydro-4H-pyrano[3,4-d]isoxazole-3-carboxylic acid O1N=C(C2=C1CCOC2)C(=O)O